FC1=CC=C(C=C1)C=1C(=C(C=CC1N)N)OC(F)(F)F (4-fluorophenyl)-2-(trifluoromethoxy)benzene-1,4-diamine